O=C1N(CCC(N1)=O)C=1C=C(OCC(=O)N2CCC(CC2)C(=O)N2CCC(CC2)NC(OC(C)(C)C)=O)C=CC1C tert-butyl N-[1-[1-[2-[3-(2,4-dioxohexahydropyrimidin-1-yl)-4-methyl-phenoxy]acetyl]piperidine-4-carbonyl]-4-piperidyl]carbamate